ClC1=CC=C(S1)C=1C=C(C=CC1)[C@H](CC(=O)O)NC(=O)NC=1C(N(C=CC1O)C)=O (S)-3-(3-(5-chlorothien-2-yl)phenyl)-3-(3-(4-hydroxy-1-methyl-2-oxo-1,2-dihydropyridin-3-yl)ureido)propionic acid